C(C1=CC=CC=C1)(=O)[C@@]1(C[C@H](O)[C@@H](CO)O1)N1C=NC=2C(N)=NC=NC12 benzoyl-2'-deoxyadenosine